C(CCCCCCC\C=C/CCCCCC)N (9Z)-9-hexadecenyl-amine